4-chlorobenzyl (4-((1-(tetrahydro-2H-pyran-4-yl)-1H-pyrazole-5-carboxamido)meth-yl)phenyl)carbamate O1CCC(CC1)N1N=CC=C1C(=O)NCC1=CC=C(C=C1)NC(OCC1=CC=C(C=C1)Cl)=O